7-([1,1'-biphenyl]-4-ylmethyl)-1,3-dimethyl-8-(methylamino)-3,7-dihydro-1H-purine-2,6-dione C1(=CC=C(C=C1)CN1C(=NC=2N(C(N(C(C12)=O)C)=O)C)NC)C1=CC=CC=C1